1-cyano-4-(6-((S)-1-hydroxybutyl)-4-methylpyridin-3-yl)imidazo[1,2-a][1,6]naphthyridin C(#N)C1=CN=C2N1C1=CC=NC=C1C=C2C=2C=NC(=CC2C)[C@H](CCC)O